O1CCN(CC1)C1=C(C=C2C(=N1)COC2)C(=O)O 2-morpholino-5,7-dihydrofuro[3,4-b]pyridine-3-carboxylic acid